FC=1C=C(C=NC1)C1CCC=2C1=NN(C2)C=2C=CC=NC2 5-(6-(5-fluoropyridin-3-yl)-5,6-dihydrocyclopenta[c]pyrazol-2(4H)-yl)pyridine